C(C)(C)C1=NC(=CC=C1C=1C=C(C(N(C1)C)=O)C)N1CCC(CC1)N1CCNCC1 5-[2-isopropyl-6-(4-piperazin-1-yl-1-piperidinyl)-3-pyridinyl]-1,3-dimethyl-pyridin-2-one